CN1N=C(C=C1)[C@@H]1CC[C@H]2OC3(C(N21)=O)CC(C3)OC3=NC=CN=C3 (5'S,7a'R)-5'-(1-methyl-1H-pyrazol-3-yl)-3-[(pyrazin-2-yl)oxy]tetrahydro-3'H-spiro[cyclobutane-1,2'-pyrrolo[2,1-b][1,3]oxazol]-3'-one